C(CCC)C(COC(CCCCC(=O)O)=O)CCCCCC 6-[(2-Butyloctyl)oxy]-6-oxohexanoic acid